C(CCCCCCCCCCCCCCC)[N+]1=CC=CC=C1 1-hexadecylpyridin-1-ium